CC1=C(C(=NO1)OC[C@@H]1CNCCO1)C1=CC=2N(C=C1)N=C(C2)NC(=O)C2CC2 N-[5-[5-methyl-3-[[(2S)-morpholin-2-yl]methoxy]isoxazol-4-yl]pyrazolo[1,5-a]pyridin-2-yl]cyclopropanecarboxamide